Rac-6-(4-ethyl-3-(hydroxymethyl)-5-oxo-4,5-dihydro-1H-1,2,4-triazol-1-yl)-2-(3-fluorophenyl)-4-isopropyl-3,4-dihydroisoquinolin-1(2H)-one C(C)N1C(=NN(C1=O)C=1C=C2[C@H](CN(C(C2=CC1)=O)C1=CC(=CC=C1)F)C(C)C)CO |r|